(3S)-1-[7-[[5-(trifluoromethyl)pyrazin-2-yl]methyl]-2-azaspiro[3.5]nonane-2-carbonyl]pyrrolidine-3-carboxamide FC(C=1N=CC(=NC1)CC1CCC2(CN(C2)C(=O)N2C[C@H](CC2)C(=O)N)CC1)(F)F